N-[3-(2-chloro-5-fluorophenyl)-7-methyl-1,6-dioxo-1,2,3,6,7,8-hexahydropyrrolo[4,3-e]isoindol-4-yl]-5-fluoro-3-(trifluoromethyl)benzamide ClC1=C(C=C(C=C1)F)C1NC(C2=C3CN(C(C3=CC(=C21)NC(C2=CC(=CC(=C2)F)C(F)(F)F)=O)=O)C)=O